COCC1=NN(C=C1C(=O)OC)CC1=CC=C2CCNCC2=C1 methyl 3-(methoxymethyl)-1-((1,2,3,4-tetrahydroisoquinolin-7-yl)methyl)-1H-pyrazole-4-carboxylate